terpinene acetate C(C)(=O)O.C12=C(C(CC(C1(C)C)C2)C2(C(=C1C(C(C2)C1)(C)C)C)C1C(=C2C(C(C1)C2)(C)C)C)C